methyl 2-acetoxy-2-(2-(prop-1-en-2-yl)phenyl)acetate C(C)(=O)OC(C(=O)OC)C1=C(C=CC=C1)C(=C)C